C(C)C1=CC=C(O1)C=O 5-ethyl-2-furanal